2-(2-azaspiro[3.3]heptan-2-yl)acetonitrile C1N(CC12CCC2)CC#N